2-(((1-(4-(trifluoromethyl)phenyl)-1,2,3,4-tetrahydroquinolin-3-yl)methyl)amino)ethane-1-sulfonyl fluoride FC(C1=CC=C(C=C1)N1CC(CC2=CC=CC=C12)CNCCS(=O)(=O)F)(F)F